1-[(2S)-3-methylbutan-2-yl]-1H-imidazole-4-carboxylic acid CC([C@H](C)N1C=NC(=C1)C(=O)O)C